(2R)-2-(6-{5-chloro-2-[(2-methyloxacyclohex-4-yl)amino]pyrimidin-4-yl}-1-oxo-2,3-dihydro-1H-isoindol-2-yl)-N-[(1S)-2-hydroxy-1-(6-methoxypyridin-2-yl)ethyl]propionamide ClC=1C(=NC(=NC1)NC1CC(OCC1)C)C1=CC=C2CN(C(C2=C1)=O)[C@@H](C(=O)N[C@H](CO)C1=NC(=CC=C1)OC)C